CN([C@@]1(COCC2=C1NC(C1=C2C=C(S1)C=1C=NNC1)=O)C)C (S)-4-(dimethylamino)-4-methyl-8-(1H-pyrazol-4-yl)-1,3,4,5-tetrahydro-6H-pyrano[4,3-b]Thieno[3,2-d]Pyridin-6-one